2-(5-Ethyl-3-thienyl)ethanol C(C)C1=CC(=CS1)CCO